3-(4-(4-(7-azaspiro[3.5]nonan-2-yl)piperazin-1-yl)-2,6-difluorophenyl)piperidine-2,6-dione C1C(CC12CCNCC2)N2CCN(CC2)C2=CC(=C(C(=C2)F)C2C(NC(CC2)=O)=O)F